ClC=1C=C(C=NC1C1CC1)C(NC(=O)[C@H]1NC(NC1)=O)C1=C(C(=C(C=C1)F)Cl)F (4S)-N-[((R or S)-5-chloro-6-cyclopropylpyridin-3-yl)(3-chloro-2,4-difluoro-phenyl)methyl]-2-oxoimidazolidine-4-carboxamide